C12C(C3CC(CC(C1)C3)C2)CC(=O)NC2=CC3=C(NC(=N3)CC3=C(C=CC(=C3)Cl)O)C=C2 2-(2-adamantyl)-N-[2-[(5-chloro-2-hydroxy-phenyl)methyl]-1H-benzimidazol-5-yl]acetamide